C(=O)O.CN1C(=NC=C1)C(=O)N 1-methyl-imidazole-2-carboxamide formate salt